NC=1N=NC(=CC1C1=CC=C(C=C1)C=1C=NN(C1)C(C(=O)O)C(C)C)C1=C(C=CC=C1)O 2-(4-(4-(3-amino-6-(2-hydroxyphenyl)pyridazin-4-yl)phenyl)-1H-pyrazol-1-yl)-3-methylbutanoic acid